5-bromo-N-[(1R)-1-[3-(difluoromethyl)-2-fluoro-phenyl]ethyl]-2-[[(1S)-2-hydroxy-1-methyl-ethyl]amino]pyridine-3-carboxamide BrC=1C=C(C(=NC1)N[C@H](CO)C)C(=O)N[C@H](C)C1=C(C(=CC=C1)C(F)F)F